(3-butenyl)cyclopentadienylzirconium trichloride [Cl-].[Cl-].[Cl-].C(CC=C)[Zr+3]C1C=CC=C1